NC1=NC=CC=C1C1=NC=2C(=NC(=CC2)N2N=CC=C2)N1C=1C=C2CC[C@@H](C2=CC1)NC(=O)C=1C=NC(=CC1)OC N-[(1S)-5-[2-(2-aminopyridin-3-yl)-5-(pyrazol-1-yl)imidazo[4,5-b]pyridin-3-yl]-2,3-dihydro-1H-inden-1-yl]-6-methoxypyridine-3-carboxamide